C1(CC1)NC(=O)C=1C=CC(=C(C1)C=1C=NC(=C(C(=O)NCCO)C1)NC(CO)(C)C)C 5-(5-(cyclopropylcarbamoyl)-2-methylphenyl)-2-((1-hydroxy-2-methylpropan-2-yl)amino)-N-(2-hydroxyethyl)nicotinamide